N-(2-((5-cyano-4-(cyclohexylamino)pyrimidin-2-yl)amino)-3-methoxyphenyl)acrylamide C(#N)C=1C(=NC(=NC1)NC1=C(C=CC=C1OC)NC(C=C)=O)NC1CCCCC1